OC(CCNC(=O)C1=C(C=2NC=3C=C(C=CC3C2N=C1)C(=O)N)NC(C)C)(C)C N3-(3-hydroxy-3-methylbutyl)-4-(isopropylamino)-5H-pyrido[3,2-b]indole-3,7-dicarboxamide